N-(2-(2-((4-methylbenzyl)amino)-5-oxo-5,7-dihydro-6H-pyrrolo[3,4-b]pyridin-6-yl)ethyl)acetamide CC1=CC=C(CNC2=CC=C3C(=N2)CN(C3=O)CCNC(C)=O)C=C1